Methyl (S)-3-(3-aminophenyl)-2-((tert-butoxycarbonyl)amino)propanoate NC=1C=C(C=CC1)C[C@@H](C(=O)OC)NC(=O)OC(C)(C)C